O=C1NC(CCC1N1C(N(C2=C1C=CC(=C2)C2CCN(CC2)C(CCCCC(=O)O)=O)C)=O)=O 6-[4-[1-(2,6-dioxo-3-piperidyl)-3-methyl-2-oxo-benzimidazol-5-yl]-1-piperidyl]-6-oxo-hexanoic acid